N-(5-cyclopropyl-1H-pyrazol-3-yl)-2-(4-(methoxymethyl)-2-azabicyclo[2.2.1]heptan-2-yl)pyrimidin-4-amine C1(CC1)C1=CC(=NN1)NC1=NC(=NC=C1)N1C2CCC(C1)(C2)COC